3-(4-ethynylphenyl)-5-(2-methoxy-2-oxoethyl)piperidine-1-carboxylic acid tert-butyl ester C(C)(C)(C)OC(=O)N1CC(CC(C1)CC(=O)OC)C1=CC=C(C=C1)C#C